(1-(4-fluorophenyl)-1H-pyrazolo[3,4-b]pyrazin-5-yl)(3-(((2-(trifluoromethyl)pyridin-3-yl)oxy)methyl)piperidin-1-yl)methanone FC1=CC=C(C=C1)N1N=CC=2C1=NC=C(N2)C(=O)N2CC(CCC2)COC=2C(=NC=CC2)C(F)(F)F